FC1=CC=C(C=C1)C1=C(C(=O)N)C=CC(=C1)C (4-fluorophenyl)-4-methylbenzamide